C1(CCCC1)C1(NC(=NC=C1N)C1=CC=NC=C1)N 4-cyclopentyl-2-(4-pyridinyl)pyrimidine-4,5-diamine